2-((S)-3-carboxybutanoyl)-6-methoxyisoindolin C(=O)(O)[C@H](CC(=O)N1CC2=CC(=CC=C2C1)OC)C